SC=1C=C2C=NN(C(C2=CC1)=O)CC1=NN(C=C1)C 6-mercapto-2-((1-methyl-1H-pyrazol-3-yl)methyl)phthalazin-1(2H)-one